(R)-(3-Aminopiperidin-1-yl)(7-methoxy-2-(1-(2-methoxyethyl)-1H-indol-2-yl)-1-methyl-1H-benzo[d]imidazol-5-yl)methanone N[C@H]1CN(CCC1)C(=O)C1=CC2=C(N(C(=N2)C=2N(C3=CC=CC=C3C2)CCOC)C)C(=C1)OC